[C@@H]12OC[C@@H](N(C1)C1CCN(CC1)C1=C(C=C(C(=C1)OC)NC1=NC=NC(=C1)N1OCC[C@@H]1C1=CC(=CC=C1)F)NC(C=C)=O)C2 N-(2-(4-((1S,4S)-2-oxa-5-azabicyclo[2.2.1]heptane-5-yl)piperidine-1-yl)-5-((6-((R)-3-(3-fluorophenyl)isoxazolidine-2-yl)pyrimidine-4-yl)amino)-4-methoxyphenyl)acrylamide